tert-butyl (1-(((3-(isobutylthio)pyridin-2-yl)methyl)amino)-2-methyl-1-oxopropan-2-yl)carbamate C(C(C)C)SC=1C(=NC=CC1)CNC(C(C)(C)NC(OC(C)(C)C)=O)=O